2-(2-fluoroethyl)-1-methylpyrrolidin FCCC1N(CCC1)C